3-[1-(Cyclobutyl-methyl)-8-dimethylamino-2-oxo-8-phenyl-1,3-diazaspiro[4.5]decan-3-yl]-N-(3-methoxy-pyridin-4-yl)-propionamide C1(CCC1)CN1C(N(CC12CCC(CC2)(C2=CC=CC=C2)N(C)C)CCC(=O)NC2=C(C=NC=C2)OC)=O